N-methyl-lanthionin CN[C@@H](CSC[C@H](N)C(=O)O)C(=O)O